tert-butyl 8-[3-(5-fluoro-2-pyridyl)-1-(2-trimethylsilylethoxymethyl)pyrrolo[2,3-b]pyridin-4-yl]-1,8-diazaspiro[5.5]undecane-1-carboxylate FC=1C=CC(=NC1)C1=CN(C2=NC=CC(=C21)N2CC1(CCCCN1C(=O)OC(C)(C)C)CCC2)COCC[Si](C)(C)C